NCC(=O)NCC1=C(C(=O)N[C@H](C)C2=CC(=C(C=C2)OC)OC)C=CC=C1 2-[[(2-aminoacetyl)amino]methyl]-N-[(1R)-1-(3,4-dimethoxyphenyl)ethyl]benzamide